N-(4-cyclobutyl-5-(3-fluorophenyl)-1-methyl-1H-pyrazol-3-yl)-3,3-difluorocyclobutane-1-carboxamide C1(CCC1)C=1C(=NN(C1C1=CC(=CC=C1)F)C)NC(=O)C1CC(C1)(F)F